3,4-epoxy-6-methylcyclohexylmethyl-3,4-epoxy-6-methylcyclohexenecarboxylate CC1CC2C(CC1COC(=O)C1=CC3C(CC1C)O3)O2